pyrimido[4,5-b]quinolinone N1C(N=CC=2C1=NC1=CC=CC=C1C2)=O